aminopyrane NC1OC=CC=C1